methyl (S,Z)-2-(2-(2-acetylhydrazineylidene)-5-(4-chlorophenyl)-2,3-dihydro-1H-benzo[e][1,4]diazepin-3-yl)acetate C(C)(=O)NN=C1[C@@H](\N=C(/C2=C(N1)C=CC=C2)\C2=CC=C(C=C2)Cl)CC(=O)OC